[2-({[2-(2,6-dioxopiperidin-3-yl)-1-oxo-2,3-dihydro-1H-isoindol-5-yl]methyl}carbamoyl)phenyl]methyl acetate C(C)(=O)OCC1=C(C=CC=C1)C(NCC=1C=C2CN(C(C2=CC1)=O)C1C(NC(CC1)=O)=O)=O